C(C1=CC=CC=C1)OC(=O)NCCCC[C@@H](N)C(=O)O N6-((Benzyloxy)carbonyl)-D-lysine